OC(COC=1C=C(C=CC1)/C=C/C(=O)C1=CC=CC=C1)CNCC(C)C (E)-3-[3-[2-Hydroxy-3-(2-methylpropylamino)propoxy]phenyl]-1-phenylprop-2-en-1-one